NC1=CC=C(OCC(=O)[C@@]23O[C@H](O[C@@H]2C[C@H]2[C@@H]4C[C@@H](C5=CC(C=C[C@@]5([C@]4([C@H](C[C@]32C)O)F)C)=O)F)CCC)C=C1 (1S,2S,4R,6S,8S,9S,11S,12R,13S,19S)-8-[2-(4-Aminophenoxy)acetyl]-12,19-difluoro-11-hydroxy-9,13-dimethyl-6-propyl-5,7-dioxapentacyclo[10.8.0.02,9.04,8.013,18]icosa-14,17-dien-16-one